propyl(3,3,3-trifluoropropyl) sulfate S(=O)(=O)(OC(CC(F)(F)F)CCC)[O-]